1-isobutyl-2-[4-(trifluoromethyl)phenyl]imidazol-4-amine C(C(C)C)N1C(=NC(=C1)N)C1=CC=C(C=C1)C(F)(F)F